4-((3,3-dimethylbutyl)amino)-2-((1-methyl-1H-pyrazol-4-yl)amino)pyrimidin-5-carboxamide CC(CCNC1=NC(=NC=C1C(=O)N)NC=1C=NN(C1)C)(C)C